Cl.C1(CC1)COC1=CC(=C2C(NC(=NC2=C1)N1CCC2(CC1)CCNCC2)=O)F 7-(cyclopropylmethoxy)-5-fluoro-2-(3,9-diazaspiro[5.5]undec-3-yl)quinazolin-4(3H)-one hydrochloride